ClC1=C(C(=O)NCC(=O)N[C@@H](CC(C)C)B2OC([C@H]3CN(C[C@H](C(O2)=O)N3C)C)=O)C=C(C=C1)Cl 2,5-dichloro-N-(2-(((R)-1-((1R,7R)-9,11-dimethyl-2,6-dioxo-3,5-dioxa-9,11-diaza-4-borabicyclo[5.3.1]undecan-4-yl)-3-methylbutyl)amino)-2-oxoethyl)benzamide